ClC=1C(=CC(=C(C1)S(=O)(=O)NC1=NC=CN=C1)F)N[C@@H](C)C1=C(C=CC(=C1)Cl)F (S)-5-chloro-4-((1-(5-chloro-2-fluorophenyl)ethyl)amino)-2-fluoro-N-(pyrazin-2-yl)benzenesulfonamide